C12(CC3CC(CC(C1)C3)C2)[C@H](C)C(C(=O)OCC)C(=O)OCC |r| (±)-Diethyl 2-(1-((3r,5r,7r)-adamantan-1-yl)ethyl)malonate